FC1=CC=CC2=C1N=C(O2)[C@H]2N(CCC1=C2N=CN1)C(=O)C1=C(N=C(O1)[C@@H](C)O)C ((S)-4-(4-fluorobenzo[d]oxazol-2-yl)-6,7-dihydro-1H-imidazo[4,5-c]pyridin-5(4H)-yl)(2-((R)-1-hydroxyethyl)-4-methyloxazol-5-yl)methanone